CN(C/C=C/C(=O)N(C)[C@@H]1C[C@H](C1)OC1=C2C=NNC2=CC(=C1)C1=C(C=C(C=C1)O)F)C trans-(E)-4-(dimethylamino)-N-(3-((6-(2-fluoro-4-hydroxyphenyl)-1H-indazol-4-yl)oxy)cyclobutyl)-N-methylbut-2-enamide